Methyl-2-(2-(2-(4-(((benzylcarbamoyl)oxy)methyl)phenyl)thiazole-4-carboxamido)acrylamido)acrylate COC(C(=C)NC(C(=C)NC(=O)C=1N=C(SC1)C1=CC=C(C=C1)COC(NCC1=CC=CC=C1)=O)=O)=O